tert-butyl (1r,5s,6s)-6-[2-(4-chloro-3-fluorophenoxy) acetamido]-3-azabicyclo[3.1.0]hexane-3-carboxylate ClC1=C(C=C(OCC(=O)NC2[C@@H]3CN(C[C@H]23)C(=O)OC(C)(C)C)C=C1)F